(1R,4R)-tert-Butyl 5-((4-methyl-3-(pyridin-2-yl)phenyl)carbamoyl)-2,5-diazabicyclo[2.2.1]heptane-2-carboxylate CC1=C(C=C(C=C1)NC(=O)N1[C@H]2CN([C@@H](C1)C2)C(=O)OC(C)(C)C)C2=NC=CC=C2